2-(((2-(3-(pyridin-3-yl)phenyl)-1,6-naphthyridin-7-yl)methyl)carbamoyl)benzoic acid N1=CC(=CC=C1)C=1C=C(C=CC1)C1=NC2=CC(=NC=C2C=C1)CNC(=O)C1=C(C(=O)O)C=CC=C1